CN(C=1C(=NC=CC1)NC1=NC(=NS1)C1=NC=C(C=C1)S(=O)(=O)C1CN(C1)C)C N3,N3-dimethyl-N2-(3-(5-(1-methylazetidin-3-ylsulfonyl)pyridin-2-yl)-1,2,4-thiadiazol-5-yl)pyridine-2,3-diamine